C(C)(C)(C)OC(=O)N1[C@H](CC(C1)O)COCC1=CC=CC=C1.C(C)(C)(C)C=1C=CC2=C(N=C(O2)C=2SC(=CC2)C=2OC3=C(N2)C=C(C=C3)C(C)(C)C)C1 2,5-bis-(5-tert-butyl-2-benzoxazolyl)thiophene tert-butyl-(2R)-2-[(benzyloxy)methyl]-4-hydroxypyrrolidine-1-carboxylate